C(C)(C)(C)C=1C=C(NC2=CC=C(C=C2)C2=CC=CC=C2)C=C(C1)C(C)(C)C 3,5-ditert-butyl-N-(4-phenylphenyl)aniline